CCCCCCCC/C=C/CCCCCCCC(=O)OC(CNC(=O)/C(=C/C)/C)C1=CC(=O)C2=NC=CC3=C2C1=NC4=CC=CC=C34 The molecule is an alkaloid ester obtained by formal condensation of the hydroxy group of cystodytin E with the carboxy group of elaidic acid. It is isolated from the Okinawan marine tunicate Cystodytes dellechiajei and exhibits cytotoxicity against human epidermoid carcinoma KB cells. It has a role as a metabolite and an antineoplastic agent. It is an alkaloid ester, an enamide, an enone, an organic heterotetracyclic compound and a secondary carboxamide. It derives from a tiglic acid, an elaidic acid and a cystodytin E.